O=C1NC(CCC1C=1C=C(C(=O)NCC2CCN(CC2)C(=O)OC(C)(C)C)C=CC1)=O tert-butyl 4-((3-(2,6-dioxopiperidin-3-yl)benzamido)methyl)piperidine-1-carboxylate